N-(2-((3R,5R)-3-((5-cyanopyrimidin-2-yl)amino)-5-hydroxypiperidin-1-yl)-1-methyl-1H-benzo[d]imidazol-5-yl)acrylamide C(#N)C=1C=NC(=NC1)N[C@H]1CN(C[C@@H](C1)O)C1=NC2=C(N1C)C=CC(=C2)NC(C=C)=O